CCCC[N+](CCCC)(CCCC)CCCC.C1=CC=C(C=C1)[Si-](C2=CC=CC=C2)(C3=CC=CC=C3)(F)F tetrabutylammonium triphenyldifluorosilicate